ClC=1C=CC(=C(C1)[C@]1(C(NC2=CC(=CC=C12)C(F)(F)F)=O)F)O |r| (±)-3-(5-chloro-2-hydroxyphenyl)-1,3-dihydro-3-fluoro-6-(trifluoromethyl)-2H-indol-2-one